FC=1C=C(N)C=C(C1OC1=C2C(=NC=C1)N(C=C2C2=C(C(=CC=C2)OC)F)COCC[Si](C)(C)C)F 3,5-difluoro-4-{[3-(2-fluoro-3-methoxyphenyl)-1-{[2-(trimethylsilyl)ethoxy]methyl}-1H-pyrrolo[2,3-b]pyridin-4-yl]oxy}aniline